2-amino-N-phenylthiazole-5-carboxamide NC=1SC(=CN1)C(=O)NC1=CC=CC=C1